C1(=CC=CC=C1)C(CN)NC=1SC=2C(=C3N=CC=NC3=CC2)N1 1-phenyl-N1-(thiazolo[4,5-f]quinoxaline-2-yl)ethane-1,2-diamine